C(#N)C(C)(C)S(=O)(=O)N(C)C1=C(C(=CC=C1)CC=1C(OC2=CC(=CC=C2C1C)OC1=NC=CC=C1F)=O)F 2-cyano-N-[2-fluoro-3-[[7-[(3-fluoro-2-pyridinyl)oxy]-4-methyl-2-oxo-chromen-3-yl]methyl]phenyl]-N-methyl-propane-2-sulfonamide